FC=1C(=C(C(=CC1)C(C)C)NC(=O)NS(=O)(=O)C=1SC(=CN1)C1(CCCC1)O)C(C)C N-(3-fluoro-2,6-diisopropylphenylcarbamoyl)-5-(1-hydroxycyclopentyl)thiazole-2-sulfonamide